cycloundecan-2-one C1C(CCCCCCCCC1)=O